(E)-3-phenylpropyl 3-(3,4-dihydroxyphenyl)acrylate OC=1C=C(C=CC1O)/C=C/C(=O)OCCCC1=CC=CC=C1